C(C)(C)(C)C1=CC(=NC(=N1)C1=C2C(=NC=C1)NC=C2)N2[C@@H](COCC2)C (R)-4-(6-(tert-butyl)-2-(1H-pyrrolo[2,3-b]pyridin-4-yl)pyrimidin-4-yl)-3-methylmorpholine